2-(((1-ethyl-5-hydroxy-1H-pyrazol-4-yl)acetyl)amino)-2-(4-methoxyphenyl)-N-(4-(trimethylsilyl)phenyl)acetamide C(C)N1N=CC(=C1O)CC(=O)NC(C(=O)NC1=CC=C(C=C1)[Si](C)(C)C)C1=CC=C(C=C1)OC